ClC1=C(C=CC(=C1)Cl)N1N=C(C=C1C)C(=O)N 1-(2,4-dichlorophenyl)-5-methyl-1H-pyrazole-3-carboxamide